C(C(CCC(CO)O)O)O 1,2,5,6-hexantetraol